S(=O)(=O)(O)O[C@H](C=O)[C@H](O)[C@@H](O)[C@H](O)C(=O)O iduronic acid 2-sulfate